[Te].[Sb].[Ge] GERMANIUM-ANTIMONY-TELLURIUM